4-(5-((3-(2-fluorophenyl)-5-methyl-5,6-dihydropyrrolo[3,4-c]pyrazol-2(4H)-yl)methyl)-2-hydroxyphenyl)pyridin-2(1H)-one FC1=C(C=CC=C1)C1=C2C(=NN1CC=1C=CC(=C(C1)C1=CC(NC=C1)=O)O)CN(C2)C